CC1=CC2=C(NN=N2)C=C1 5-methyl-benzo[1,2,3]triazole